C(C)(C)(CCC)OOC1(CCCCC1)OOC(C)(C)CCC 1,1-bis(tert-hexyl-peroxy)cyclohexane